CC1=CC(=NC=C1C#N)C=1OC=C(N1)CN1C[C@@H](N[C@@H](C1)C=1C(=C2COC(C2=CC1)=O)C)C 4-methyl-6-(4-(((3S,5R)-3-methyl-5-(4-methyl-1-oxo-1,3-dihydroisobenzofuran-5-yl)piperazin-1-yl)methyl)oxazol-2-yl)nicotinonitrile